CN1N=C(C=C1C(=O)NCCCC1=CC=C(C=C1)C=1C(=C2C=NNC2=CC1)C)C 1,3-dimethyl-N-(3-(4-(4-methyl-1H-indazol-5-yl)phenyl)propyl)-1H-pyrazole-5-carboxamide